(1S,4R)-1-methyl-4-(prop-1-en-2-yl-d5)cyclohex-2-en-1-ol C[C@]1(C=C[C@@H](CC1)C(=C([2H])[2H])C([2H])([2H])[2H])O